CN(C)CC1=CC=C(C=C1)S(=O)(=O)NC(CC1=C(C=C(C=C1C(C)C)C1=CC=NN1)C(C)C)=O N-[4-[(dimethylamino)methyl]phenyl]sulfonyl-2-[2,6-di(propan-2-yl)-4-(1H-pyrazol-5-yl)phenyl]acetamide